5-oxothiazolidine-4-yl-acetic acid O=C1C(NCS1)CC(=O)O